C(C)(C)C1=C(C(=CC=C1)C(C)C)N1C(N(C=C1)CC1=C(C=C(C=C1C)C)C)=[Ag-2]Cl 1-(2,6-diisopropylphenyl)-3-(2,4,6-trimethylbenzyl)-imidazol-2-ylidenesilver(I) chloride